2-iodobenzoic acid IC1=C(C(=O)O)C=CC=C1